CC([C@@H](C(=O)N1[C@@H](C[C@H](C1)O)C(=O)NCC1=CC=C(C=C1)C1=C(N=CS1)C)NC(=O)C1COC1)(C)C (2S,4R)-1-((S)-3,3-dimethyl-2-(oxetane-3-carboxamido)butanoyl)-4-hydroxy-N-(4-(4-methylthiazol-5-yl)benzyl)pyrrolidine-2-carboxamide